ClC=1C=C(C=2N(N1)C=CN2)[C@@H]2[C@H](C2)C2=CC(=C1C=NN(C1=C2)CC(F)(F)F)Cl 6-chloro-8-((1S,2S)-2-(4-chloro-1-(2,2,2-trifluoroethyl)-1H-indazol-6-yl)cyclopropyl)imidazo[1,2-b]pyridazine